Cl.O.O.O.O.N1C(=NC2=C1C=CC=C2)CCNCCN2N=CC(=C2)C(=O)NCC2=NC=CC=C2F 1-(2-{[2-(1H-1,3-Benzodiazol-2-yl)ethyl]amino}ethyl)-N-[(3-fluoropyridin-2-yl)methyl]-1H-pyrazole-4-carboxamide tetrahydrate hydrochloride